5-Amino-1-(1,1,1-trifluoro-2-methylpropan-2-yl)-3-[4-[([3-[4-(trifluoromethyl)bicyclo[2.2.1]heptan-1-yl]-1,2-oxazol-5-yl]carbamoyl)methyl]phenyl]pyrazole-4-carboxamide NC1=C(C(=NN1C(C(F)(F)F)(C)C)C1=CC=C(C=C1)CC(NC1=CC(=NO1)C12CCC(CC1)(C2)C(F)(F)F)=O)C(=O)N